ClCCN1C=NC2=C1C=CC(=C2)C(C)(C)C2=CC=C(C=C2)O 1-(2-Chloroethyl)-5-(2-(4-hydroxyphenyl)propan-2-yl)-1H-benzo[d]imidazole